CC1=C(C(=CC=C1)C#N)C#N 3-methyl-1,2-benzenedinitrile